C1(CC1)C1=C(C=C(C=C1)[C@@H](NC(=O)[C@H]1N(C[C@@H](C1)F)C(CN1N=NN=C1C)=O)C1=CC=CC=C1)F (2S,4R)-N-[(S)-(4-cyclopropyl-3-fluorophenyl)(phenyl)methyl]-4-fluoro-1-[2-(5-methyl-1H-1,2,3,4-tetrazol-1-yl)acetyl]pyrrolidine-2-carboxamide